tri-isostearic acid citrate C(CC(O)(C(=O)O)CC(=O)O)(=O)O.C(CCCCCCCCCCCCCCC(C)C)(=O)O.C(CCCCCCCCCCCCCCC(C)C)(=O)O.C(CCCCCCCCCCCCCCC(C)C)(=O)O